2,4,6-Triisocyanatotoluene N(=C=O)C1=C(C)C(=CC(=C1)N=C=O)N=C=O